COC(=O)C1CCC(CC1)O.FC(C1=CC=C(N=N1)N1CCN(CC1)C(=O)C1(CCCC1)OC1=CC=C(C=C1)[N+](=O)[O-])(F)F 4-((1-(4-(6-(trifluoromethyl)pyridazin-3-yl)piperazine-1-carbonyl)cyclopentyl)oxy)nitrobenzene Methyl-4-Hydroxycyclohexane-1-Carboxylate